CSC1=CC=C(C=C1)[B] 4-methylthiophenylboron